2-((3R,6S)-1-((benzyloxy)carbonyl)-3-(hydroxymethyl)-8-isopentyl-4,7-dioxooctahydropyrazino[2,1-c][1,2,4]oxadiazin-6-yl)acetic acid C(C1=CC=CC=C1)OC(=O)N1O[C@@H](C(N2C1CN(C([C@@H]2CC(=O)O)=O)CCC(C)C)=O)CO